2-[4-(2-Pyridin-2-yl-1,3-benzoxazole-6-carbonyl)piperazin-1-yl]-3H-quinazolin-4-one N1=C(C=CC=C1)C=1OC2=C(N1)C=CC(=C2)C(=O)N2CCN(CC2)C2=NC1=CC=CC=C1C(N2)=O